1,3-bis(3,5-dimethyl-4-acetamidophenyl)adamantane CC=1C=C(C=C(C1NC(C)=O)C)C12CC3(CC(CC(C1)C3)C2)C2=CC(=C(C(=C2)C)NC(C)=O)C